C(C)C=1SC(=C(N1)C1=CC=CC=C1)OC1=CC(=NC=C1)NC=1C=C(C=CC1)S(=O)(=O)N 3-((4-((2-Ethyl-4-phenylthiazol-5-yl)oxy)pyridin-2-yl)amino)benzenesulfonamide